3-fluoro-4-((1S,5R)-1-(1-(1-methylpiperidin-4-yl)-1H-1,2,4-triazol-3-yl)-5-(trifluoromethyl)-3-azabicyclo[3.1.0]hexane-3-yl)pyrazolo[1,5-a]pyridine-7-carbonitrile FC=1C=NN2C1C(=CC=C2C#N)N2C[C@@]1(C[C@@]1(C2)C(F)(F)F)C2=NN(C=N2)C2CCN(CC2)C